C(CCSSCCC(=O)[O-])(=O)[O-] 3,3'-dithiodipropionate